N-(6-fluoro-5-methylpyridin-3-yl)-5-(2-((1-hydroxy-2-methylpropan-2-yl)amino)-2-oxoacetyl)-1,2,4-trimethyl-1H-pyrrole-3-carboxamide FC1=C(C=C(C=N1)NC(=O)C1=C(N(C(=C1C)C(C(=O)NC(CO)(C)C)=O)C)C)C